C1(=CC=CC=C1)C=1C=CC=C2CCC(C12)N1CCN(CC1)C1=C(C(=O)N)C=CC=C1 (4-(7-phenyl-2,3-dihydro-1H-inden-1-yl)piperazin-1-yl)benzamide